3-(2-(2-amino-7,7-dimethyl-6,7-dihydrothiazolo[5,4-c]pyridin-5(4H)-yl)-1,1-difluoro-2-oxoethyl)-4-fluoro-N-(4-fluoro-3-methylphenyl)benzamide NC=1SC=2CN(CC(C2N1)(C)C)C(C(F)(F)C=1C=C(C(=O)NC2=CC(=C(C=C2)F)C)C=CC1F)=O